1-sec-butyl-3-t-butylimidazolium C(C)(CC)N1C=[N+](C=C1)C(C)(C)C